Cl.NC1=CN(C2=C1C(N(C=C2)CC)=O)CCOC 3-Amino-5-ethyl-1-(2-methoxyethyl)-1,5-dihydro-4H-pyrrolo[3,2-c]pyridin-4-one hydrochloride